6-(5-{cyclopropyl[(1S,2S,3R,5R)-2-fluoro-8-azabicyclo[3.2.1]octan-3-yl]amino}pyrazin-2-yl)-5-hydroxy-N,N-dimethyl-1-benzofuran-2-carboxamide C1(CC1)N(C=1N=CC(=NC1)C1=CC2=C(C=C(O2)C(=O)N(C)C)C=C1O)[C@H]1[C@H]([C@@H]2CC[C@H](C1)N2)F